ClCC=1C(=NOC1C1CC1)C1=C(C=CC=C1F)F 4-(chloromethyl)-5-cyclopropyl-3-(2,6-difluorophenyl)isoxazole